N(=[N+]=[N-])CCCC(=O)NCC(CC(=O)[C@]1(NCC(C1)O)C(=O)NCC1=CC=C(C=C1)C1=C(N=CS1)C)(C)C (S)-2-(4-azidobutyrylamino-3,3-dimethylbutyryl)-4-hydroxy-N-(4-(4-methylthiazol-5-yl)benzyl)pyrrolidin-2-carboxamide